2,2'-methylenebis(4-methyl-6-tert-butylphenyl) phosphate lithium [Li+].P1(=O)(OC2=C(C=C(C=C2C(C)(C)C)C)CC2=C(C(=CC(=C2)C)C(C)(C)C)O1)[O-]